N1CCC2=CC(=CC=C12)OC1=CC=NC2=CC(=C(C=C12)C(=O)N)OC 4-(indoline-5-oxy)-7-methoxyquinoline-6-carboxamide